2-{6-[(1r,6s)-3-methyl-3,8-diazabicyclo[4.2.0]oct-8-yl][1,3]thiazolo[4,5-c]pyridazin-3-yl}-5-(1H-pyrazol-4-yl)phenol CN1C[C@@H]2N(C[C@@H]2CC1)C=1SC2=C(N=NC(=C2)C2=C(C=C(C=C2)C=2C=NNC2)O)N1